ethyl-p-[6-guanidinohexyloxy]-benzoic acid methanesulfonate CS(=O)(=O)O.C(C)C1=C(C(=O)O)C=CC(=C1)OCCCCCCNC(=N)N